2-(tert-butyl)benzofuran C(C)(C)(C)C=1OC2=C(C1)C=CC=C2